trimethylolethane tris(thioglycolate) C(CS)(=O)O.C(CS)(=O)O.C(CS)(=O)O.C(O)C(C)(CO)CO